(Z,E)-9,11-Tetradecadienal C(CCCCCCC\C=C/C=C/CC)=O